ClC=1N=NC(=CC1)COC1=C(C=C(C(=C1)C)Cl)C=1C(=NC=CC1)OC 3-chloro-6-[[4-chloro-2-(2-methoxypyridin-3-yl)-5-methylphenoxy]methyl]-pyridazine